FC(S(=O)(=O)NC1=C(C=C(C=C1)C1=NNC(=C1C(=O)N)NC1=NC=CN=C1)OCC=1OC=CN1)F 3-(4-((difluoromethyl)sulfonamido)-3-(oxazol-2-ylmethoxy)phenyl)-5-(pyrazin-2-ylamino)-1H-pyrazole-4-carboxamide